C(C1=CC=CC=C1)(=O)C1=C(C=CC=C1)S(=O)(=O)C1=CC=C(C=C1)C(C(C)(S(=O)(=O)C1=CC=C(C=C1)C)C)=O 1-{4-[benzoylbenzenesulfonyl]phenyl}-2-methyl-2-(4-methylbenzenesulfonyl)-propan-1-one